FC(OC1CN(CCC1)C[C@@H](C)NC(OC(C)(C)C)=O)F tert-butyl ((2R)-1-(3-(difluoromethoxy)piperidin-1-yl)propan-2-yl)carbamate